ClC=1C(=NC(=NC1)NC=1C=C2C(=NNC2=CC1)C1=CC(=C(C=C1)C)Cl)NC1=C(C=CC=C1)P(C)C (2-((5-chloro-2-((3-(3-chloro-4-methylphenyl)-1H-indazol-5-yl)amino)pyrimidin-4-yl)amino)phenyl)dimethylphosphine